1-(3-(tert-butyl)-1-(2-methoxyphenyl)-1H-pyrazol-5-yl)-3-(2-(methylthio)-4-((3-oxo-3,4-dihydropyrido[2,3-b]pyrazin-8-yl)oxy)phenyl)urea C(C)(C)(C)C1=NN(C(=C1)NC(=O)NC1=C(C=C(C=C1)OC1=CC=NC=2NC(C=NC21)=O)SC)C2=C(C=CC=C2)OC